(S)-(1-(3-chlorophenyl)-2-hydroxyethyl)carbamic acid tert-butyl ester C(C)(C)(C)OC(N[C@H](CO)C1=CC(=CC=C1)Cl)=O